8-Cyclopropylisoquinolin-5-amine C1(CC1)C1=CC=C(C=2C=CN=CC12)N